C(CCC\C=C/C\C=C/C\C=C/C\C=C/CCCCC)OC[C@@H](OCCCC\C=C/C\C=C/C\C=C/C\C=C/CCCCC)COP(=O)(O)OCC[N+](C)(C)C 1,2-di-arachidonyl-sn-glycero-3-phosphorylcholine